2-Methyl-3-((S)-3-thioxohexahydroimidazo[1,5-a]pyrazin-2(3H)-yl)propanoic acid hydrochloride Cl.CC(C(=O)O)CN1C(N2[C@@H](CNCC2)C1)=S